(R)-N-(2-methyl-4-(1-methyl-1H-pyrazol-4-yl)phenyl)-5-(piperidin-3-ylamino)pyrazolo[1,5-a]pyrimidine-3-carboxamide CC1=C(C=CC(=C1)C=1C=NN(C1)C)NC(=O)C=1C=NN2C1N=C(C=C2)N[C@H]2CNCCC2